(6-amino-2-ethylpyridin-3-yl)-N-(tetrahydro-2H-pyran-4-yl)-quinoline-2-carboxamide NC1=CC=C(C(=N1)CC)C=1C(=NC2=CC=CC=C2C1)C(=O)NC1CCOCC1